7-((7-methyl-6,7,8,9-tetrahydropyrido[4',3':4,5]imidazo[1,2-a]pyrazin-3-yl)amino)-4-(6-methylpyrazolo[1,5-a]pyridin-3-yl)-1-oxoisoindoline-2-carboxylic acid tert-butyl ester C(C)(C)(C)OC(=O)N1C(C2=C(C=CC(=C2C1)C=1C=NN2C1C=CC(=C2)C)NC2=CC=1N=C3N(CCN(C3)C)C1C=N2)=O